NC=1C2=C(N=CN1)N(C(=C2C2=CC=C(C=C2)OC2=NC=CC(=N2)C)C2=CC=C1CCN(CC1=C2)C(C=C)=O)C 1-(7-(4-amino-7-methyl-5-(4-((4-methylpyrimidin-2-yl)oxy)phenyl)-7H-pyrrolo[2,3-d]pyrimidin-6-yl)-3,4-dihydroisoquinolin-2(1H)-yl)prop-2-en-1-one